FC=1C=C(C=CC1)[C@H](CNC1(CCN(CC1)S(=O)(=O)CC(=O)O)C)O (R)-2-((4-((2-(3-Fluorophenyl)-2-hydroxyethyl)amino)-4-methyl-piperidin-1-yl)sulfonyl)acetic acid